5-methyl-6-(4-(4-(trifluoromethoxy)phenoxy)phenyl)-[1,2,4]triazolo[1,5-a]pyrimidin-7(4H)-one CC=1NC=2N(C(C1C1=CC=C(C=C1)OC1=CC=C(C=C1)OC(F)(F)F)=O)N=CN2